C(#N)C1=CC=C(C=CC2=CC=C(C=C2)C=CC2=CC=C(C=C2)C#N)C=C1 1,4-bis(4-cyanostyryl)benzene